[Cl-].[Cl-].C[SiH](C)[Zr+2](C1CCC2CC=CC=C12)C1CCC2CC=CC=C12 dimethylsilyl-bis(tetrahydroindenyl)zirconium dichloride